S(=O)(=O)(C1=CC=C(C=C1)C#C)C1=CC=C(C=C1)C#C 1,1'-sulfonyl-bis(4-ethynylbenzene)